γ-methacryloyloxypropyl-dimethoxy-methyl-silane C(C(=C)C)(=O)OCCC[Si](C)(OC)OC